6-(1H-imidazol-1-yl)pyridine-2-carboxylic acid N1(C=NC=C1)C1=CC=CC(=N1)C(=O)O